1-((1-acryloylazetidin-3-yl)methyl)-7-chloro-4-(2,6-diisopropylphenyl)-6-(2,3-difluorophenyl)-1,4-dihydropyrido[2,3-b]pyrazine-2,3-dione C(C=C)(=O)N1CC(C1)CN1C2=C(N(C(C1=O)=O)C1=C(C=CC=C1C(C)C)C(C)C)N=C(C(=C2)Cl)C2=C(C(=CC=C2)F)F